6-isopropyl-10-methoxy-2-oxo-9-(((trifluoromethyl)sulfonyl)oxy)-6,7-dihydro-2H-pyrido[2,1-a]phthalazine C(C)(C)N1N2C(C3=CC(=C(C=C3C1)OS(=O)(=O)C(F)(F)F)OC)=CC(C=C2)=O